3-((2-(trimethylsilyl)ethoxy)methoxy)-1-((2-(trimethylsilyl)ethoxy)methyl)-1H-pyrazol-4-amine C[Si](CCOCOC1=NN(C=C1N)COCC[Si](C)(C)C)(C)C